4-Bromo-2-(cyclopropoxy)pyridine BrC1=CC(=NC=C1)OC1CC1